1-(2-furyl)-3-phenylpropan-2-yn-1-one-O-methyl oxime CON=C(C#CC1=CC=CC=C1)C=1OC=CC1